CC1=C(C(NC(=C1)C)=O)CNC(=O)C1=C2C=NN(C2=CC(=C1)C1=CC=C(C=C1)NC(CCCCCC(=O)NO)=O)C(C)C N1-(4-(4-(((4,6-dimethyl-2-oxo-1,2-dihydropyridin-3-yl)methyl)carbamoyl)-1-isopropyl-1H-indazol-6-yl)phenyl)-N7-hydroxyheptandiamide